FCC1(CC(C1)=C)C#N 1-(fluoromethyl)-3-methylenecyclobutane-1-carbonitrile